CC1=CC=CC2=C1C(OC21CCN(CC1)C=1OC2(C(N1)=O)CC1=CC=CC=C1C2)=O 4-methyl-1'-(4'-oxo-1,3-dihydro-4'H-spiro[indene-2,5'-[1,3]oxazol]-2'-yl)-3H-spiro[2-benzofuran-1,4'-piperidin]-3-one